2-(5'-Fluoro-4,6'-dimethyl-[3,4'-bipyridyl]-2'-yl)-5-(3-fluorophenyl)-1,3,4-oxadiazole FC=1C(=CC(=NC1C)C=1OC(=NN1)C1=CC(=CC=C1)F)C=1C=NC=CC1C